F[C@@H]1[C@H]([C@@H]2CN([C@]1(CC2)C)C)OC2=CC=C(N=N2)C2=C(C=C(C=C2)N2C=NC=C2)O 2-(6-(((1S,4S,5S,6S)-6-fluoro-1,2-dimethyl-2-azabicyclo[2.2.2]octan-5-yl)oxy)pyridazin-3-yl)-5-(1H-imidazol-1-yl)phenol